1-[2-(2-pyridyloxy)phenyl]-3-[(1S)-1-(2-pyrimidin-2-yl-1,2,4-triazol-3-yl)ethyl]urea N1=C(C=CC=C1)OC1=C(C=CC=C1)NC(=O)N[C@@H](C)C=1N(N=CN1)C1=NC=CC=N1